ClC=1C=CC2=C(N=C(O2)N2CCC(CC2)CNC(=O)C=2OC(=CC2)C(F)(F)F)C1 N-[[1-(5-chloro-1,3-benzoxazol-2-yl)-4-piperidyl]methyl]-5-(trifluoromethyl)furan-2-carboxamide